OC(CC(CCC1=CC(=C(C=C1)O)OC)=O)CCC 5-Hydroxy-1-(4-hydroxy-3-methoxyphenyl)octan-3-one